CON(C(CCCC(=O)N(C)OC)=O)C N,N'-dimethoxy-N,N'-dimethyl-pentanediamide